ClC1=CC=C(C=C1)C=1N=C2N(C=CC=C2)C1C=1N=NN(C1)CC1=CC(=C(C=C1)Cl)Cl 2-(4-Chlorophenyl)-3-(1-(3,4-dichlorobenzyl)-1H-1,2,3-triazol-4-yl)imidazo[1,2-a]pyridin